tert-butyl (1R,3S)-3-fluoro-1-[(2-methylpropane-2-sulfinyl)amino]-8-azaspiro[4.5]decane-8-carboxylate F[C@@H]1C[C@H](C2(C1)CCN(CC2)C(=O)OC(C)(C)C)NS(=O)C(C)(C)C